ClC=1C=C2C(=CN=C(C2=CN1)OC)C(C)(C)NC1CCC1 (2-(6-chloro-1-methoxy-2,7-naphthyridin-4-yl)propan-2-yl)cyclobutylamine